N1=CC=NC2=CC(=CC=C12)C=CC(=O)C=1C=C(C=CC1)C1=CC(=CC=C1)OC(F)(F)F 3-(quinoxalin-6-yl)-1-(3'-(trifluoromethoxy)-[1,1'-biphenyl]-3-yl)prop-2-en-1-one